CN1N=NC2=C1C=CC(=C2C)C(C(C(=O)O)(C)C)C2=CC(=C(C=C2)C)CO 3-(1,4-dimethyl-1H-benzo[d][1,2,3]triazol-5-yl)-3-(3-(hydroxymethyl)-4-methylphenyl)-2,2-dimethylpropanoic acid